5-amino-3-hexylthio-1-(4-vinylbenzyl)-1H-1,2,4-triazole NC1=NC(=NN1CC1=CC=C(C=C1)C=C)SCCCCCC